O=C1NC(CC[C@H]1NC=1C=CC(=C(C1)N1CCN(CC1)CC1CCNCC1)F)=O |r| (±)-4-((4-(5-((2,6-dioxopiperidin-3-yl)amino)-2-fluorophenyl)piperazin-1-yl)methyl)piperidine